6-(2-Methyl-5-(((2-(trifluoromethyl)pyridin-3-yl)oxy)methyl)piperidin-1-yl)-1-(oxetan-3-yl)-1H-pyrazolo[3,4-b]pyrazine CC1N(CC(CC1)COC=1C(=NC=CC1)C(F)(F)F)C1=CN=C2C(=N1)N(N=C2)C2COC2